C(N)(=N)S[C@@H]1[C@@H](C1)C(=O)O cis-2-(carbamimidoyl-sulfanyl)cyclopropane-1-carboxylic acid